1-(2-Bromo-1,1,2,2-tetrafluoroethoxy)-2-methoxy-4-nitrobenzene BrC(C(OC1=C(C=C(C=C1)[N+](=O)[O-])OC)(F)F)(F)F